2-hydroxy-4-methacryloxybenzophenone OC1=C(C(=O)C2=CC=CC=C2)C=CC(=C1)OC(C(=C)C)=O